N2,N7-bis(4-tert-butylcyclohexyl)-N2-(3-(dimethylamino)propyl)-9,10-bis(hydroxyimino)-9,10-dihydroanthracene-2,7-disulfonamide C(C)(C)(C)C1CCC(CC1)N(S(=O)(=O)C1=CC=2C(C3=CC(=CC=C3C(C2C=C1)=NO)S(=O)(=O)NC1CCC(CC1)C(C)(C)C)=NO)CCCN(C)C